The molecule is a macrolide antibiotic that is tylactone having a beta-D-mycaminosyl residue attached at position 5. It has a role as a metabolite. It is a macrolide antibiotic, a monosaccharide derivative and an enone. It derives from a tylactone. It is a conjugate base of a 5-O-beta-D-mycaminosyltylactone(1+). CC[C@H]1C[C@H](C(=O)/C=C/C(=C/[C@@H]([C@H](OC(=O)C[C@H]([C@@H]([C@H]1O[C@H]2[C@@H]([C@H]([C@@H]([C@H](O2)C)O)N(C)C)O)C)O)CC)C)/C)C